1,7,7-trimethylbicyclo[2.2.1]hepta-2,5-diene CC12C=CC(C=C1)C2(C)C